Tetraphenyl-benzene-1,3-diamine C1(=CC=CC=C1)C1=C(C(=C(C(=C1N)C1=CC=CC=C1)N)C1=CC=CC=C1)C1=CC=CC=C1